COC(=O)C=1N=CC(=NC1)N1[C@@H](CN(CC1)C=1N=NC(=C(C1C)C)C1=CC=C(C=C1)F)C (R)-4-[6-(4-fluoro-phenyl)-4,5-dimethyl-pyridazin-3-yl]-2-methyl-3,4,5,6-tetrahydro-2H-[1,2']bipyrazinyl-5'-carboxylic acid methyl ester